C(C)(C)C1C(CC(CC1)C)C1=C(C=C(C=C1O)CCCCC)O 2-(2-isopropyl-5-methylcyclohexyl)-5-pentylbenzene-1,3-diol